ClC=1C=C2C(=CC1)NC(C21CCN(CC1)[C@H](COC1=CC=C(C=C1)S(=O)(=O)C)C)=O 5-chloro-1'-[(2S)-1-(4-methanesulfonylphenoxy)propan-2-yl]-1,2-dihydrospiro[indole-3,4'-piperidin]-2-one